C(C(=C)C)(=O)O.C(C)C(C(=O)O)=C ethyl-acrylic acid methacrylate